(1s,4s)-4-((4-chloro-2-(difluoromethoxy)phenyl)carbamoyl)-4-(2-isopropylphenyl)-1-methylcyclohexane-1-carboxylic acid ClC1=CC(=C(C=C1)NC(=O)C1(CCC(CC1)(C(=O)O)C)C1=C(C=CC=C1)C(C)C)OC(F)F